FC(CC1=C(NC2=CC=C(C=C12)C1CCN(CC1)C)C1=CC(=NC(=C1)C)C)F 3-(2,2-difluoroethyl)-2-(2,6-dimethylpyridin-4-yl)-5-(1-methylpiperidin-4-yl)-1H-indole